N-[4-Amino-1-(2-trimethylsilylethoxymethyl)pyrazolo[4,3-c]pyridin-7-yl]-2-oxo-2-[rac-(2S,5R)-2-(3,5-dichlorophenyl)-5-methyl-1-piperidyl]acetamide NC1=NC=C(C2=C1C=NN2COCC[Si](C)(C)C)NC(C(N2[C@@H](CC[C@H](C2)C)C2=CC(=CC(=C2)Cl)Cl)=O)=O |r|